7-morpholino-N-[(E)-m-tolylmethyleneamino]-2-(3-pyridyl)thiazolo[4,5-d]pyrimidin-5-amine O1CCN(CC1)C=1C2=C(N=C(N1)N/N=C/C=1C=C(C=CC1)C)N=C(S2)C=2C=NC=CC2